2-(methacryloyloxy)-N,N-dimethylethylammonium chloride [Cl-].C(C(=C)C)(=O)OCC[NH+](C)C